(S)-tert-butyl 3-methyl-4-((5-methyl-1,2,4-oxadiazol-3-yl)methyl)piperazine-1-carboxylate C[C@H]1CN(CCN1CC1=NOC(=N1)C)C(=O)OC(C)(C)C